C(CCCCCCCCCCCCCCCCCCCCCC)(=O)OC([C@@H](N)CO)=O Seryl Tricosylate